BrC1=CC=C(C=C1)CC(C)N 1-(4-Bromophenyl)propan-2-amine